OC=1C=C(C=CC1)C1=NC=C2NC(N(C2=N1)CC1CCOCC1)=O 2-(3-Hydroxyphenyl)-8-oxo-9-((tetrahydro-2H-pyran-4-yl)methyl)-8,9-dihydro-7H-purine